4-(2-chloro-4-methoxy-5-nitrophenyl)-1-methyl-1H-pyrazole ClC1=C(C=C(C(=C1)OC)[N+](=O)[O-])C=1C=NN(C1)C